ClC1=CC2=C(C=C3N2C(=NN(C3=O)CC(=O)NC3=CC=C2C(=NNC2=C3)C)C(C)(C)O)S1 2-(2-Chloro-5-(2-hydroxypropan-2-yl)-8-oxothieno[2',3':4,5]pyrrolo[1,2-d][1,2,4]triazin-7(8H)-yl)-N-(3-methyl-1H-indazol-6-yl)acetamide